N-[(1S)-5-[2-(2-aminopyridin-3-yl)-5-(pyrazol-1-yl)imidazo[4,5-b]pyridin-3-yl]-2,3-dihydro-1H-inden-1-yl]-3-formyl-4-hydroxy-5-(trifluoromethyl)benzamide NC1=NC=CC=C1C1=NC=2C(=NC(=CC2)N2N=CC=C2)N1C=1C=C2CC[C@@H](C2=CC1)NC(C1=CC(=C(C(=C1)C(F)(F)F)O)C=O)=O